C(C)S(=O)(=O)C1=C(N=C2N1C=CC(=C2)C(F)(F)F)C=2C(=C1N(C=C(C=C1N2)C(F)(F)F)C)F 2-(3-ethylsulfonyl-7-(trifluoromethyl)imidazo[1,2-a]pyridin-2-yl)-3-fluoro-4-methyl-6-(trifluoromethyl)-4H-pyrrolo[3,2-b]pyridine